CC(C)(C)OC(=O)N1CCC(=O)CC1 n-(tert-Butoxycarbonyl)-4-piperidone